C(C=CC=CC=CCCCCCCCCCC)=O 12Z-Heptadecatrienal